COC(=O)[C@H]1[C@@H](C1)C1=NC=C(N=C1)N[C@@H]1CCC2=C(C=CC(=C12)F)B1OC(C(O1)(C)C)(C)C (1R,2R)-2-{5-[(R)-7-fluoro-4-(4,4,5,5-tetramethyl-[1,3,2]dioxaborolan-2-yl)-indan-1-ylamino]-pyrazin-2-yl}-cyclopropanecarboxylic acid methyl ester